C(C1=CC=CC=C1)OCCCCN1N=NC2=C1C=CC(=C2C)C(CC(=O)OCC)C2=CC(=C(C=C2)C)CO ethyl 3-[1-[4-(benzyloxy)butyl]-4-methyl-1H-benzotriazol-5-yl]-3-[3-(hydroxymethyl)-4-methylphenyl]propanoate